C(C=C)(=O)N1[C@@H](C[C@H](CC1)N1N=NC=2C(=NC=3C(=C(C(=CC3C21)Cl)C2=C(C(=C(C=C2)F)C)C)F)N2CC(C2)N(C)C)CC#N 2-((2S,4S)-1-acryloyl-4-(8-chloro-4-(3-(dimethylamino)azetidin-1-yl)-6-fluoro-7-(4-fluoro-2,3-dimethylphenyl)-1H-[1,2,3]triazolo[4,5-c]quinolin-1-yl)piperidin-2-yl)acetonitrile